5-(4-amino-7H-pyrrolo[2,3-d]pyrimidin-7-yl)-3-(((6-(difluoromethyl)-1,2,3,4-tetrahydroisoquinolin-8-yl)oxy)methyl)cyclopent-3-ene-1,2-diol NC=1C2=C(N=CN1)N(C=C2)C2C=C(C(C2O)O)COC=2C=C(C=C1CCNCC21)C(F)F